C1(CC1)C=1C=C(C(=O)NC(C)C2=NC=CN=C2C2=NC=CC=C2)C=C(C1)C(F)(F)F 3-cyclopropyl-N-[1-[3-(2-pyridyl)pyrazin-2-yl]ethyl]-5-(trifluoromethyl)benzamide